dichlorobenzene-1,2-dithiol ClC=1C(=C(C(=CC1)S)S)Cl